C(C)(=O)OC1CCC=2C1=NC(=CC2C(=O)OC)Br methyl 7-acetoxy-2-bromo-6,7-dihydro-5H-cyclopenta[b]pyridine-4-carboxylate